COC(=O)C1=CC=C(C=C1)[C@@H]1N[C@H](CC2=C1NC1=CC=CC=C21)C(=O)OCC2=CC=CC=C2 benzyl (1S,3R)-1-(4-(methoxycarbonyl) phenyl)-2,3,4,9-tetrahydro-1H-pyrido[3,4-b]indole-3-carboxylate